(2S,3S,4R,5S)-4-[[3-(3,4-Difluoro-2-methoxy-phenyl)-4,5-dimethyl-tetrahydrofuran-2-carbonyl]amino]pyridin-2-carboxamid FC=1C(=C(C=CC1F)[C@H]1[C@H](O[C@H]([C@@H]1C)C)C(=O)NC1=CC(=NC=C1)C(=O)N)OC